3-hydroxy-4-methoxypicolinic acid OC=1C(=NC=CC1OC)C(=O)O